Trans-4-[4-methyl-5-({[4-(trifluoromethyl)pyridin-2-yl]oxy}methyl)-4H-1,2,4-triazol-3-yl]cyclohexanecarboxylic acid methyl ester COC(=O)[C@@H]1CC[C@H](CC1)C1=NN=C(N1C)COC1=NC=CC(=C1)C(F)(F)F